(3R*,4R*)-1-Cyclopropylmethyl-4-{[5-(2,4-dichloro-phenyl)-isoxazole-3-carbonyl]-amino}-piperidine-3-carboxylic acid (1-pyrimidin-2-yl-cyclopropyl)-amide N1=C(N=CC=C1)C1(CC1)NC(=O)[C@@H]1CN(CC[C@H]1NC(=O)C1=NOC(=C1)C1=C(C=C(C=C1)Cl)Cl)CC1CC1 |o1:12,17|